6-(2,6-difluoro-4-(thiazol-5-yl)benzyl)-N-((3R,4S)-3-hydroxytetrahydro-2H-pyran-4-yl)-5-oxo-5,6-dihydro-1,6-naphthyridine-8-carboxamide FC1=C(CN2C(C=3C=CC=NC3C(=C2)C(=O)N[C@@H]2[C@H](COCC2)O)=O)C(=CC(=C1)C1=CN=CS1)F